6-(5-Fluoropyrrolo[2,3-b]pyridin-1-yl)-N-(4-formylcyclohexyl)-4-(isopropylamino)pyridine-3-carboxamide FC=1C=C2C(=NC1)N(C=C2)C2=CC(=C(C=N2)C(=O)NC2CCC(CC2)C=O)NC(C)C